FC1=CC=C2C(=CNC2=C1)C1CN(CC1)CCC(=O)NNC1=NC=CC=C1F 3-(3-(6-fluoro-1H-indol-3-yl)pyrrolidin-1-yl)-N'-(3-fluoropyridin-2-yl)propanoic acid hydrazide